adamantan-1-carboxylic acid-(3-methyl-4-nitrophenyl)-amide CC=1C=C(C=CC1[N+](=O)[O-])NC(=O)C12CC3CC(CC(C1)C3)C2